5-((4-(Dimethylphosphoryl)-6-fluoro-1H-indol-5-yl)oxy)-2-fluorobenzimidamide CP(=O)(C)C1=C2C=CNC2=CC(=C1OC=1C=CC(=C(C(N)=N)C1)F)F